(3R)-3-carbamimidamidopent-4-enoic acid N(C(=N)N)[C@H](CC(=O)O)C=C